O=C1N(CC2=CC(=CC(=C12)C(F)(F)F)OC(F)(F)F)C1C(NC(CC1)=O)=O 3-(1-oxo-5-(trifluoromethoxy)-7-(trifluoromethyl)isoindolin-2-yl)piperidine-2,6-dione